Dipentadecyl 2,3-bis(((3-(pyrrolidin-1-yl)propyl)carbamothioyl)oxy)succinate N1(CCCC1)CCCNC(=S)OC(C(=O)OCCCCCCCCCCCCCCC)C(C(=O)OCCCCCCCCCCCCCCC)OC(NCCCN1CCCC1)=S